methyl (S)-3-(5-bromo-2-(2-(1-methoxyethyl)pyridin-3-yl)-1H-indol-3-yl)-2,2-dimethylpropanoate BrC=1C=C2C(=C(NC2=CC1)C=1C(=NC=CC1)[C@H](C)OC)CC(C(=O)OC)(C)C